CN(CCN(C=1C(=CC(=C(C1)OC)NC1=NC=CC(=N1)C1=CC2=C(N=C(O2)C)C(=C1)F)N)C)C N1-(2-(dimethylamino)ethyl)-N4-(4-(4-fluoro-2-methylbenzo[d]oxazole-6-yl)pyrimidin-2-yl)-5-methoxy-N1-methylbenzene-1,2,4-triamine